N1=C(C=NC=C1)C=1C(=NC=CC1)N1CCN(CC1)C1CC2(CN(C2)C(=O)OCC(F)F)CC1 2,2-difluoroethyl 6-(4-(3-(pyrazin-2-yl)pyridin-2-yl)piperazin-1-yl)-2-azaspiro[3.4]octane-2-carboxylate